4-(4-chloro-2-methyl-thiazol-5-yl)-N-[(3S)-1-methyl-3-piperidyl]pyrimidin-2-amine ClC=1N=C(SC1C1=NC(=NC=C1)N[C@@H]1CN(CCC1)C)C